C(CC)N1N=CC(=C1)C=1C2=C(N=C(N1)NC1=CC=C(C(=O)NCCCCCCNC(OC(C)(C)C)=O)C=C1)NC=C2 tert-butyl (6-(4-((4-(1-propyl-1H-pyrazol-4-yl)-7H-pyrrolo[2,3-d]pyrimidin-2-yl)amino)benzamido)hexyl)carbamate